C(C)OCCN1N=CC(=C1)NC1=NNC(=C1)C1=CC=C(C=C1)N1C(N(CC1)C(C1=CC=CC=C1)(C1=CC=CC=C1)C1=CC=CC=C1)=O 1-(4-(3-((1-(2-ethoxyethyl)-1H-pyrazol-4-yl)amino)-1H-pyrazol-5-yl)phenyl)-3-tritylimidazolidin-2-one